ClC=1C=C(C=CC1C(F)(F)F)C=1NC(C=2N(C1)N=C(C2C2CC2)C(=O)OCC)=O ethyl 6-[3-chloro-4-(trifluoromethyl)phenyl]-3-cyclopropyl-4-oxo-4,5-dihydropyrazolo[1,5-a]pyrazine-2-carboxylate